tert-butyl 4-[[1-(2,6-dioxo-3-piperidyl)-3-methyl-2-oxo-benzimidazol-5-yl]-methyl-amino]piperidine-1-carboxylate O=C1NC(CCC1N1C(N(C2=C1C=CC(=C2)N(C2CCN(CC2)C(=O)OC(C)(C)C)C)C)=O)=O